ClC=1C(=CC(=NC1)NC(=O)[C@@H]1C[C@@H](CCC1)NC(OC(C)(C)C)=O)C1=NNC=2CC(CNC21)OC Tert-butyl ((1R,3S)-3-((5-chloro-4-(6-methoxy-4,5,6,7-tetrahydropyrazolopyridin-3-yl)pyridin-2-yl)carbamoyl)cyclohexyl)carbamate